F[C@@H]\1[C@H]2CC[C@@H](C/C1=C/C=1N=NC(=CN1)C1=C(C=C(C=C1)N1C=NC=C1)O)N2 2-(3-((Z)-((1R,2S,5S)-2-fluoro-8-azabicyclo[3.2.1]octan-3-ylidene)methyl)-1,2,4-triazin-6-yl)-5-(1H-imidazol-1-yl)phenol